1,2-benzisoselenazolone [Se]1(N=CC2=C1C=CC=C2)=O